OC(=O)C1(O)C[C@H](O)[C@@H](N)[C@@H](O1)[C@H](O)[C@H](O)CO anti-neuraminic acid